(S)-benzyl 4-methyl-4-(2-methylallyl)-1,2,3-oxathiazolidine-3-carboxylate 2,2-dioxide C[C@]1(N(S(OC1)(=O)=O)C(=O)OCC1=CC=CC=C1)CC(=C)C